C(C=C)OCCOC=1C=C(C=CC1)COC=1C=NC=CC1CN [3-[[3-(2-allyloxyethoxy)phenyl]methoxy]-4-pyridinyl]methylamine